2-(5-chloro-2-fluoro-phenyl)thiazole-5-carboxylic acid ClC=1C=CC(=C(C1)C=1SC(=CN1)C(=O)O)F